CS(=O)(=O)C=1C=C(OC[C@H](CN[C@@H]2COC3(C2)CCN(CC3)S(=O)(=O)C=3C=NC2=CC=CC=C2C3)O)C=CC1 (S)-1-(3-(methylsulfonyl)phenoxy)-3-((S)-8-(quinolin-3-ylsulfonyl)-1-oxa-8-azaspiro[4.5]decan-3-ylamino)propan-2-ol